2-amino-benzyl alcohol NC1=C(CO)C=CC=C1